O-2-Propyn-1-yl-L-tyrosine C(C#C)OC1=CC=C(C[C@H](N)C(=O)O)C=C1